2,5-dioxopyrrolidin-1-yl 3-{2-[2-(2,5-dioxopyrrol-1-yl)ethoxy]ethoxy}propanoate O=C1N(C(C=C1)=O)CCOCCOCCC(=O)ON1C(CCC1=O)=O